Cl.N[C@@H](C(=O)N1CCCC1)C(C)C (R)-2-Amino-3-methyl-1-(pyrrolidin-1-yl)butan-1-one hydrochloride